N-(4-bromo-2-cyclopropyl-6-methylphenyl)-3,3-dimethylbutanamide BrC1=CC(=C(C(=C1)C)NC(CC(C)(C)C)=O)C1CC1